4-(3-chloro-4-(3-(difluoromethoxy)pyridin-2-yl)benzyl)-6,7-dihydropyrazolo[1,5-a]pyrimidin-5(4H)-one ClC=1C=C(CN2C=3N(CCC2=O)N=CC3)C=CC1C1=NC=CC=C1OC(F)F